Naphthyl acrylate C(C=C)(=O)OC1=CC=CC2=CC=CC=C12